C(CCCCN=C=O)N=C=O Pentamethylendiisocyanat